N1=C(C=CC=C1)[C@@H](C)NC(=O)[C@H]1CN(CC[C@@H]1NC(=O)C1=CC(=NO1)C1=C(C=C(C=C1)F)F)CC1CC1 (3S,4S)-1-Cyclopropylmethyl-4-{[3-(2,4-difluoro-phenyl)-isoxazole-5-carbonyl]-amino}-piperidine-3-carboxylic acid ((R)-1-pyridin-2-yl-ethyl)-amide